calcium (2R,3S,5R)-5-(6-aminopurin-9-yl)-3-hydroxytetrahydrofuran NC1=C2N=CN(C2=NC=N1)[C@H]1C[C@@H](CO1)O.[Ca]